C1(CC1)C=1C=C(OC2CCC(CC2)NC(=O)C=2N=NC(=CC2)N2CCC(CC2)CO)C=CC1C#N N-((1r,4r)-4-(3-cyclopropyl-4-cyanophenoxy)cyclohexyl)-6-(4-(hydroxymethyl)piperidin-1-yl)pyridazine-3-carboxamide